2,4,6-trimethyl-pyrimidine-3,5-diformonitrile CC1N=C(C(=C(N1C#N)C)C#N)C